FC1=C(N=CC2=C1N=C(N=C2CC(C)(C)O)OC([2H])([2H])[C@]21CCCN1C[C@@H](C2)F)C2=C(C=CC1=CC=CC=C21)O [8-fluoro-2-({[(2R,7aS)-2-fluorotetrahydro-1H-pyrrolizin-7a(5H)yl](2H2)methyl}oxy)-4-(2-hydroxy-2-methylpropyl)pyrido[4,3-d]pyrimidin-7-yl]naphthalen-2-ol